(3S,4R)-tert-butyl 3-amino-4-fluoropiperidine-1-carboxylate N[C@H]1CN(CC[C@H]1F)C(=O)OC(C)(C)C